1-methyl-N3-(2-spiro[2H-benzofuran-3,1'-cyclopropane]-4-yloxypyrimidin-5-yl)pyrazole-3,4-diamine CN1N=C(C(=C1)N)NC=1C=NC(=NC1)OC1=CC=CC2=C1C1(CC1)CO2